C(C)(C)(C)OC(N[C@@H](C(=O)N[C@H](CC1=CC=CC=C1)[C@@H](C(NCC1=NC=CC=C1)=O)O)C)=O tert-butyl((R)-1-(((2R,3S)-3-hydroxy-4-oxo-1-phenyl-4-((pyridin-2-ylmethyl)amino)but-2-yl)amino)-1-oxopropan-2-yl)carbamate